7-chloro-4-((1-ethynylcyclopropyl)amino)-1-(2-methylpyridin-3-yl)quinazolin-2(1H)-one ClC1=CC=C2C(=NC(N(C2=C1)C=1C(=NC=CC1)C)=O)NC1(CC1)C#C